N-(2-aminophenyl)-4-[N-(pyridin-3-yl)-methoxycarbonylamino-methyl]-benzamide NC1=C(C=CC=C1)NC(C1=CC=C(C=C1)CN(C=1C=NC=CC1)C(=O)OC)=O